C(C)(C)(C)OC(=O)N[C@@H](CC1=CNC2=CC=CC=C12)C(=O)O (tert-butyloxycarbonyl)-L-tryptophan